3,4-dichloro-N-((3S,4R)-1-(5-(2-hydroxypropan-2-yl)-1,3,4-thiadiazol-2-yl)-3-methoxypiperidin-4-yl)-5-methyl-1H-pyrrole-2-carboxamide ClC1=C(NC(=C1Cl)C)C(=O)N[C@H]1[C@H](CN(CC1)C=1SC(=NN1)C(C)(C)O)OC